CN1N=NC=C1C(=O)NC1=NNC(=C1)[C@H]1C[C@H](CC1)CC(C)NC([O-])=O (1S,3R)-3-(3-{[(1-methyl-1H-1,2,3-triazol-5-yl)carbonyl]amino}-1H-pyrazol-5-yl)cyclopentylpropan-2-ylcarbamate